N[C@@H](CCCCN)C(=O)O.OC(=O)CCCC[C@@H]1SC[C@@H]2NC(=O)N[C@H]12 biotin L-lysine salt